tert-butyl (2S)-2-{[(1S)-1-cyano-2-[4-(3-methyl-2-oxo-2,3-dihydro-1,3-benzoxazol-5-yl)phenyl]ethyl]carbamoyl}-6-ethenyl-6-hydroxy-1,4-oxazepane-4-carboxylate C(#N)[C@H](CC1=CC=C(C=C1)C=1C=CC2=C(N(C(O2)=O)C)C1)NC(=O)[C@H]1OCC(CN(C1)C(=O)OC(C)(C)C)(O)C=C